7,8-Dihydroxy-1-methylphenazine-3-sulfonic acid OC=1C=C2N=C3C=C(C=C(C3=NC2=CC1O)C)S(=O)(=O)O